(7S)-7-tert-butyl-N-[(1R)-3-(4-hydroxypiperidin-1-ium-1-yl)-1-[4-[3-(trifluoromethyl)-1H-pyrazol-4-yl]phenyl]propyl]-5,6,7,8-tetrahydrothiazolo[5,4-b]quinoline-2-carboxamide C(C)(C)(C)[C@@H]1CC=2C=C3C(=NC2CC1)SC(=N3)C(=O)N[C@H](CC[NH+]3CCC(CC3)O)C3=CC=C(C=C3)C=3C(=NNC3)C(F)(F)F